6-(4-methylpiperazin-1-yl)-4-(o-tolyl)nicotinamide CN1CCN(CC1)C1=NC=C(C(=O)N)C(=C1)C1=C(C=CC=C1)C